C(C1=CC=CC=C1)NC1=C(C(=CC=C1)N)OCCN(C)C N1-benzyl-2-(2-(dimethylamino)ethoxy)benzene-1,3-diamine